C(C)OC1=CC=C(CN2C=C(C=C2)C=2C=C(N=NC2C)C=2C(NC(NC2)=O)=O)C=C1 5-(5-(1-(4-ethoxybenzyl)-1H-pyrrol-3-yl)-6-methylpyridazin-3-yl)pyrimidine-2,4(1H,3H)-dione